8-bromo-7-chloro-2,6-dihydroimidazo[1,2-c]quinazolin-5(3H)-one BrC=1C=CC=2C=3N(C(NC2C1Cl)=O)CCN3